FC1(C[C@H](NC1=O)COC1=NC=C(C2=CC(=C(C=C12)OC(C)C)C(=O)N)C#CC1CCC(CC1)OCC)F 1-(((S)-4,4-difluoro-5-oxopyrrolidin-2-yl)methoxy)-4-(((1r,4S)-4-ethoxycyclohexyl)ethynyl)-7-isopropoxyisoquinoline-6-carboxamide